C(C)(C)(C)OC(=O)N1C=2C=CC3=C(C2C=2C4=C(C=CC12)C=CC=C4)C=CC=C3 7H-dibenzo[c,g]carbazole-7-carboxylic acid tert-butyl ester